COC(=O)C=1C(=NN2C1C=CC=C2)CC=2N=CC1=CC=CC=C1C2 (3-isoquinolinylmethyl)pyrazolo[1,5-a]Pyridine-3-carboxylic acid methyl ester